N-(beta-aminoethyl)-gamma-aminopropyl-methyl-dimethoxysilane NCCNCCC[Si](OC)(OC)C